13-oxopentacosanoic acid O=C(CCCCCCCCCCCC(=O)O)CCCCCCCCCCCC